C1(CCCCC1)C1OCCN(C1)C1=NC=C2C(=N1)N(N=C2C=2C(=C(C(=C(C2)C(F)(F)F)F)O)F)C 3-(6-(2-Cyclohexylmorpholino)-1-methyl-1H-pyrazolo[3,4-d]pyrimidin-3-yl)-2,6-difluoro-5-(trifluoromethyl)phenol